5-{2-amino-[1,2,4]triazolo[1,5-a]pyridin-7-yl}-N-{[3-(cyclobutylmethoxy)pyridin-2-yl]methyl}-2-methylpyridine-3-carboxamide NC1=NN2C(C=C(C=C2)C=2C=C(C(=NC2)C)C(=O)NCC2=NC=CC=C2OCC2CCC2)=N1